BrC(C(=O)OC)C1=C2[C@@H](COCC2=CC(=C1)F)C methyl 2-bromo-2-((S)-7-fluoro-4-methylisochroman-5-yl)acetate